1-(tert-Butyl) 2-methyl (2S,4R)-4-((3-ethylquinoxalin-2-yl)oxy)pyrrolidine-1,2-dicarboxylate C(C)C=1C(=NC2=CC=CC=C2N1)O[C@@H]1C[C@H](N(C1)C(=O)OC(C)(C)C)C(=O)OC